C1(=CC=CC=C1)C12CC3CC(CC(C1)C3)(C2)C(=O)[O-] 5-phenyladamantane-1-carboxylate